COC(CC(CCC)=O)=O 3-oxohexanoic acid methyl ester